(6-(3-methyl-1H-pyrrolo[2,3-b]pyridin-5-yl)-8-(pyrrolidin-2-yl)-3,4-dihydroisoquinolin-2(1H)-yl)methanone CC1=CNC2=NC=C(C=C21)C=2C=C1CCN(CC1=C(C2)C2NCCC2)C=O